6-chloro-N-(2,4-difluoro-3-(2-((1-(2-methoxyethyl)piperidin-4-yl)amino)quinazolin-6-yl)phenyl)-4-hydroxychromane-8-sulfonamide ClC=1C=C2C(CCOC2=C(C1)S(=O)(=O)NC1=C(C(=C(C=C1)F)C=1C=C2C=NC(=NC2=CC1)NC1CCN(CC1)CCOC)F)O